6-[(3S,4S)-1-benzyl-4-methylpyrrolidin-3-yl]-3-methyl-1-(tetrahydro-2H-pyran-4-yl)-1,5-dihydro-4H-pyrazolo[3,4-d]pyrimidin-4-one C(C1=CC=CC=C1)N1C[C@H]([C@@H](C1)C)C=1NC(C2=C(N1)N(N=C2C)C2CCOCC2)=O